C(C)(C)(C)OCCN(CC[C@@H](C(=O)O)NC(C1=C(N=CC=C1)C(F)(F)F)=O)CCCCC1=NC=2NCCCC2C=C1 (S)-4-((2-(tert-butoxy)ethyl)(4-(5,6,7,8-tetrahydro-1,8-naphthyridin-2-yl)butyl)amino)-2-(2-(trifluoromethyl)nicotinamido)butanoic acid